C(C)(=O)N[C@@H](CC(C)C)C(=O)O |r| racemic-N-acetyl-leucine